CN(C1=C(C(=CC=C1)F)CN1N=C(C=C1C1=CC(=CC=C1)OC)COC(C(=O)O)(C)C)C 2-[(1-[[2-(Dimethylamino)-6-fluoro-phenyl]methyl]-5-(3-methoxyphenyl)-1H-pyrazol-3-yl)methoxy]-2-methylpropanoic acid